(S)-2,2'-bis[di-3,5-xylylphosphino]-6,6'-dimethoxy-1,1'-biphenyl C1(=CC(=CC(=C1)C)C)P(C1=C(C(=CC=C1)OC)C1=C(C=CC=C1OC)P(C1=CC(=CC(=C1)C)C)C1=CC(=CC(=C1)C)C)C1=CC(=CC(=C1)C)C